C1(CC1)C=1C=C(SC1)C(C)=O 1-(4-cyclopropylthiophen-2-yl)ethanone